4-((2-aminoethyl)amino)-2-(2,6-dioxopiperidin-3-yl)isoindoline-1,3-dione TFA salt OC(=O)C(F)(F)F.NCCNC1=C2C(N(C(C2=CC=C1)=O)C1C(NC(CC1)=O)=O)=O